((4-(2,7-diazaspiro[3.5]non-2-yl)pyrimidin-5-yl)oxy)-N-ethyl-5-fluoro-N-isopropylbenzamide bis-toluenesulfonate C(C1=CC=CC=C1)S(=O)(=O)O.C(C1=CC=CC=C1)S(=O)(=O)O.C1N(CC12CCNCC2)C2=NC=NC=C2OC2=C(C(=O)N(C(C)C)CC)C=C(C=C2)F